6-Bromo-1-methyl-1H-benzo[d]imidazole BrC=1C=CC2=C(N(C=N2)C)C1